NC=1C=CC2=C(NC=3N2N=C(C3C(=O)N)C3=CC=C(C=C3)OC3=CC=CC=C3)C1 6-amino-2-(4-phenoxyphenyl)-4H-benzo[4,5]imidazo[1,2-b]pyrazole-3-carboxamide